(S)-2-(4-(6-((4-(1H-imidazol-1-yl)benzyl)oxy)pyridin-2-yl)-2-fluorobenzyl)-3-(oxetan-2-ylmethyl)-3H-imidazo[4,5-b]pyridine-5-carboxylic acid N1(C=NC=C1)C1=CC=C(COC2=CC=CC(=N2)C2=CC(=C(CC3=NC=4C(=NC(=CC4)C(=O)O)N3C[C@H]3OCC3)C=C2)F)C=C1